trimethyl-sulfonium C[S+](C)C